NC1=C2C=C(N(C2=CC=C1)CC(F)(F)F)C1=NOC(=N1)CNC(=O)C=1C=NN(C1)C(COC)(C)C N-((3-(4-amino-1-(2,2,2-trifluoroethyl)-1H-indol-2-yl)-1,2,4-oxadiazol-5-yl)methyl)-1-(1-methoxy-2-methylpropan-2-yl)-1H-pyrazole-4-carboxamide